((R)-1-(4-(ethylsulfonyl)phenyl)-2-hydroxyethyl)-4-((S)-3-(4-(trifluoromethyl)phenoxy)piperidin-1-yl)benzamide C(C)S(=O)(=O)C1=CC=C(C=C1)[C@@H](CO)C1=C(C(=O)N)C=CC(=C1)N1C[C@H](CCC1)OC1=CC=C(C=C1)C(F)(F)F